C1=C(C=CC=2C3=CC=CC=C3C3=CC=CC=C3C12)B(O)O 2-TRIPHENYLENYLBORONIC ACID